C(C)(=O)NC1=NC2=CC(=CC(=C2C=C1C1=CC=C(C=C1)F)C(C)NC1=C(C(=O)O)C=CC=C1)C 2-((1-(2-acetamido-3-(4-fluorophenyl)-7-methylquinolin-5-yl)ethyl)amino)benzoic acid